C(C1=CC=CC=C1)(=O)C=1/C(/C(N2C1NCC2)(C2=CC=CC=C2)O)=C/2\C(OC1=CC=C(C=C1C2=O)Cl)=O (E)-3-(7-benzoyl-5-hydroxy-5-phenyl-2,3-dihydro-1H-pyrrolo[1,2-a]imidazole-6(5H)-ylidene)-6-chlorochroman-2,4-dione